ClC=1C=CC(=C(C(=O)NC2=NC=C(C=C2)C(F)(F)F)C1)O 5-chloro-2-hydroxy-N-(5-trifluoromethyl-2-pyridinyl)-benzamide